[Br-].C(C)(C)(C)[Si](C1=CC=C(C[N+]2=CN(C=C2)CCCC(P(=O)(O)O)(P(=O)(O)O)O)C=C1)(F)C(C)(C)C 3-(4-(di-tert-butylfluorosilyl)benzyl)-1-(4-hydroxy-4,4-diphosphonobutyl)-1H-imidazol-3-ium bromide